N-isopropyl-7-morpholino-5-(3-(m-tolyl)-1H-pyrazol-1-yl)pyrazolo[1,5-a]pyrimidine-2-carboxamide C(C)(C)NC(=O)C1=NN2C(N=C(C=C2N2CCOCC2)N2N=C(C=C2)C=2C=C(C=CC2)C)=C1